C(CCCCCCCC(C)C)(=O)O isohendecanoic acid